(Trans-2R*,3R*)-N-((2-((S)-benzamido(cyclohexyl)methyl)imidazo[1,2-b]pyridazin-7-yl)methyl)-3-(trifluoromethyl)piperidine-2-carboxamide hydrochloride Cl.C(C1=CC=CC=C1)(=O)N[C@H](C=1N=C2N(N=CC(=C2)CNC(=O)[C@@H]2NCCC[C@H]2C(F)(F)F)C1)C1CCCCC1 |o1:23,28|